COC1=C(C=CC=C1)C1=C(N=C(O1)C1=CC=C(C=C1)C(F)(F)F)C(=O)NCCC (2-methoxyphenyl)-N-propyl-2-(4-(trifluoromethyl)phenyl)oxazole-4-carboxamide